BrC=1C(=C(C(=O)N(C)OC)C=CC1C)F 3-Bromo-2-fluoro-N-methoxy-N,4-dimethylbenzamide